tert-butyl 3-(7-(8-chloro-3-(methoxymethoxy)naphthalen-1-yl)-8-fluoro-2-((1-formylcyclopropyl)methoxy)pyrido[4,3-d]pyrimidin-4-yl)-3,8-diazabicyclo[3.2.1]octane-8-carboxylate ClC=1C=CC=C2C=C(C=C(C12)C1=C(C=2N=C(N=C(C2C=N1)N1CC2CCC(C1)N2C(=O)OC(C)(C)C)OCC2(CC2)C=O)F)OCOC